C(C)(=O)OCC(C)(C)S(=O)(=O)C1(CC1)CN1C(C2=C(CC1)C(=NN2C)C(NCC2=CC=C(C=C2)C#N)=O)=O 2-((1-((3-((4-Cyanobenzyl)carbamoyl)-1-methyl-7-oxo-4,5-dihydro-1H-pyrazolo[3,4-c]pyridin-6(7H)-yl)methyl)cyclopropyl)sulfonyl)-2-methylpropyl acetate